O=C1NC(CCC1N1C(C2=CC=CC(=C2C1=O)OCCCCCCCC(=O)O)=O)=O 8-((2-(2,6-dioxopiperidin-3-yl)-1,3-dioxoisoindolin-4-yl)oxy)octanoic acid